C(C)OC(=O)C1=C(C2=C(CCC3=CN(N=C23)CC=2C=NC(=CC2)C)O1)C 8-methyl-2-[(6-methylpyridin-3-yl)methyl]-4,5-dihydro-2H-furo[2,3-g]indazole-7-carboxylic acid ethyl ester